CC1=C(COC=2C=C(C(=O)O)C=CC2C#N)C(=CC=C1)C 3-((2,6-dimethylbenzyl)oxy)-4-cyanobenzoic acid